N-α-(9-fluorenylmethoxycarbonyl)-O-benzyl-L-tyrosine C1=CC=C(C=C1)COC2=CC=C(C=C2)C[C@@H](C(=O)O)NC(=O)OCC3C4=CC=CC=C4C5=CC=CC=C35